6-(1,3-benzoxazol-2-yl)-2-({bicyclo[1.1.1]pentan-1-yl(phenyl)methyl}amino)-5-methoxy-3-methylpyrimidin-4-one O1C(=NC2=C1C=CC=C2)C2=C(C(N(C(=N2)NC(C2=CC=CC=C2)C21CC(C2)C1)C)=O)OC